ClC1=CC=C(CNC(=O)NC2=CC=C(C=C2)C2N(C(CN(C2)C)=O)C)C=C1 1-(4-chloro-benzyl)-3-(4-(1,4-dimethyl-6-oxopiperazin-2-yl)phenyl)urea